N[C@]1(CNCCC1)C(F)(F)F (R)-3-amino-3-(trifluoromethyl)piperidin